FC(S(=O)(=O)OCC1(OCCO1)C(F)(F)F)(F)F [2-(trifluoromethyl)-1,3-dioxolan-2-yl]methyl 1,1,1-trifluoro-methanesulfonate